C(#N)C1=CC(=CC=2N=C(OC21)C=2C(=C(C=CC2)C2=C(C(=CC=C2)C=2SC=1CNCCC1N2)C)C)CN2C[C@@H](CC2)C(=O)O (R)-1-((7-cyano-2-(2,2'-dimethyl-3'-(4,5,6,7-tetrahydrothiazolo[5,4-c]pyridin-2-yl)-[1,1'-biphenyl]-3-yl)benzo[d]oxazol-5-yl)methyl)pyrrolidine-3-carboxylic acid